C[C@@]12C=CC[C@H]1[C@@H]1CC[C@H]3CC(CC[C@]3(C)[C@H]1CC2)O 5α-androsta-16-en-3-ol